2-(1-(6-amino-9H-purin-9-yl)ethyl)-3-(3,5-difluorophenyl)-4H-chromen-4-one NC1=C2N=CN(C2=NC=N1)C(C)C=1OC2=CC=CC=C2C(C1C1=CC(=CC(=C1)F)F)=O